4-bromo-N-[4-[[tert-butyl(dimethyl)silyl]oxymethyl]cyclohexyl]-3-fluoro-benzenesulfonamide BrC1=C(C=C(C=C1)S(=O)(=O)NC1CCC(CC1)CO[Si](C)(C)C(C)(C)C)F